γ-(methacryloyloxy)propyl-Trimethoxysilane 1-hydroxyoctan-2-yl-(2-(pyrrolidin-1-yl)ethyl)carbamate OCC(CCCCCC)N(C(O)=O)CCN1CCCC1.C(C(=C)C)(=O)OCCC[Si](OC)(OC)OC